ClC=1C=NC(=C(C(=O)NC2CCC(CC2)CN2C(C(C3=CC=CC=C23)(O)C2=C(C=CC=C2)F)=O)C1)C(F)F 5-chloro-2-(difluoromethyl)-N-((1r,4r)-4-((3-(2-fluorophenyl)-3-hydroxy-2-oxoindolin-1-yl)methyl)cyclohexyl)nicotinamide